6-(2-fluoro-3-methoxyphenyl)-2-(pyrimidin-2-yl)-7,8-dihydro-phthalazin-1(2H)-one FC1=C(C=CC=C1OC)C1=CC=2C=NN(C(C2CC1)=O)C1=NC=CC=N1